FC1=C(OC2=C(C(C(=CC=C2)C)=O)O)C=CC(=C1)F 3-(2,4-difluorophenoxy)-2-hydroxy-7-methylcyclohepta-2,4,6-trien-1-one